C(C)N1N=CC(=C1)CN[C@@H]1[C@@H](CCCC1)OC=1C=C2CN(C(C2=CC1)=O)C1C(NC(CC1)=O)=O 3-(5-(((1R,2S)-2-(((1-ethyl-1H-pyrazol-4-yl)methyl)amino)cyclohexyl)oxy)-1-oxoisoindolin-2-yl)piperidine-2,6-dione